C(C)(=O)C1=C(C=C2C(N(C=NC2=C1)C)=O)OC 7-acetyl-6-methoxy-3-methylquinazolin-4(3H)-one